2-decyldodecane C(CCCCCCCCC)C(C)CCCCCCCCCC